5-((2-cyclopropyl-1,4-diazepan-1-yl)sulfonyl)-4-fluoroisoquinoline C1(CC1)C1N(CCCNC1)S(=O)(=O)C1=C2C(=CN=CC2=CC=C1)F